4-(7-(hydroxymethyl)-7H-pyrrolo[2,3-d]pyrimidin-4-yl)-1H-pyrazole OCN1C=CC2=C1N=CN=C2C=2C=NNC2